N-((S)-2-((3S,5R,6S)-3-allyl-5-(3-chlorophenyl)-6-(4-chlorophenyl)-3-methyl-2-oxopiperidin-1-yl)-2-cyclopropylethyl)-1-phenylethanesulfonamide C(C=C)[C@@]1(C(N([C@@H]([C@H](C1)C1=CC(=CC=C1)Cl)C1=CC=C(C=C1)Cl)[C@H](CNS(=O)(=O)C(C)C1=CC=CC=C1)C1CC1)=O)C